N-[4-(4-aminopiperidine-1-carbonyl)-3-chloro-phenyl]-5-(2,3-difluoro-4-methoxy-phenyl)-1-methyl-imidazole-2-carboxamide formate salt C(=O)O.NC1CCN(CC1)C(=O)C1=C(C=C(C=C1)NC(=O)C=1N(C(=CN1)C1=C(C(=C(C=C1)OC)F)F)C)Cl